4-[(2R)-2-(4-chlorophenyl)-6-fluoro-2,3-dihydro-1,4-benzodioxin-5-yl]piperidine TFA salt OC(=O)C(F)(F)F.ClC1=CC=C(C=C1)[C@@H]1COC2=C(O1)C=CC(=C2C2CCNCC2)F